Cl.[C@@H]12N[C@H](C[C@@H]2C1)C(=O)OCC1=CC=CC=C1 |&1:5| benzyl (1R,3R,SR)-2-azabicyclo[3.1.0]hexane-3-carboxylate hydrochloride